3-(benzo[b]thiophen-4-yl)-1-((tetrahydro-2H-pyran-4-yl)methyl)-1H-pyrrole-2,5-dione S1C2=C(C=C1)C(=CC=C2)C=2C(N(C(C2)=O)CC2CCOCC2)=O